8-Ethyl-3-indan-2-yloxy-6-[(2R)-2-methylmorpholine-4-carbonyl]pyrido[2,3-c]pyridazin-5-one C(C)N1C=C(C(C2=C1N=NC(=C2)OC2CC1=CC=CC=C1C2)=O)C(=O)N2C[C@H](OCC2)C